1-(4-(5-bromo-1-methyl-(trifluoromethyl)-1H-imidazol-2-yl)phenyl)ethan-1-one BrC1=C(N=C(N1C)C1=CC=C(C=C1)C(C)=O)C(F)(F)F